C1CCC(CC1)N(C2CCCCC2)C(=O)C3=CC4=C(C=C3)C=C(C=C4)C(=O)N n'-dicyclohexyl-2,6-naphthalenedicarboxamide